4-(4-amino-3-ethylphenoxy)butane-1-sulfonic acid NC1=C(C=C(OCCCCS(=O)(=O)O)C=C1)CC